N-[(1R)-1-[3-(difluoromethyl)-2-fluoro-phenyl]ethyl]-8-methoxy-6-(1-methyl-4-piperidyl)pyrido[3,4-d]pyrimidin-4-amine FC(C=1C(=C(C=CC1)[C@@H](C)NC=1C2=C(N=CN1)C(=NC(=C2)C2CCN(CC2)C)OC)F)F